FC1=C(CNC=2C(C(C2NCC=2C=NOC2)=O)=O)C=CC(=C1)C1=NOC(=N1)C(F)(F)F 3-((2-fluoro-4-(5-(trifluoromethyl)-1,2,4-oxadiazol-3-yl)benzyl)amino)-4-((isoxazol-4-ylmethyl)amino)cyclobut-3-ene-1,2-dione